8-acetyl-3,6-dimethyl-2-(2-methylindol-5-yl)chromen-4-one C(C)(=O)C=1C=C(C=C2C(C(=C(OC12)C=1C=C2C=C(NC2=CC1)C)C)=O)C